C12CN(CC(N1)C2)C=2SC(=NN2)Br 2-(3,6-diazabicyclo[3.1.1]hept-3-yl)-5-bromo-1,3,4-thiadiazole